(S)-2,2-difluoro-9-methyl-7-(trityl)-6,7-dihydro-[1,3]dioxolo[4',5':4,5]benzo[1,2-b][1,4]oxazepin-8(9H)-one FC1(OC=2C(=CC3=C(OC[C@@H](C(N3C)=O)C(C3=CC=CC=C3)(C3=CC=CC=C3)C3=CC=CC=C3)C2)O1)F